C(=C)C1=CC=C(CN2C(=[N+](C(=C2C)C)C)C)C=C1 1-(p-vinylbenzyl)-tetramethyl-imidazolium